CS(=O)(=O)C=1C=C(C=CC1)C#CCO 3-(3-(methylsulfonyl)phenyl)prop-2-yn-1-ol